(E)-2-pyridinecarboxamide N1=C(C=CC=C1)C(=O)N